COCOC1CCC2(C(=C(CC12)CCCCOCCCCC(=O)O)C1=CC=CC=C1)C(=C)C1=CC=CC=C1 5-(4-(6-(methoxymethoxy)-3-phenyl-3a-(1-phenylvinyl)-1,3a,4,5,6,6a-hexahydropentalen-2-yl)butoxy)pentanoic acid